(R)-N-(1-phenylallyl)naphthalen-2-amine C1(=CC=CC=C1)[C@@H](C=C)NC1=CC2=CC=CC=C2C=C1